ClC1=NC(=NC(=N1)Cl)NCC 4,6-dichloro-N-ethyl-1,3,5-triazine-2-amine